((1R,5S,6r)-3-(3-(4-chlorobenzo[c][1,2,5]thiadiazol-5-yl)-1H-pyrazolo[3,4-b]pyrazin-6-yl)-6-(4-methylthiazol-2-yl)-3-azabicyclo[3.1.0]hexan-6-yl)methanamine ClC1=C(C=CC2=NSN=C21)C2=NNC1=NC(=CN=C12)N1C[C@H]2C([C@H]2C1)(C=1SC=C(N1)C)CN